ethyl (3S)-3-[(2S)-2-[(6-chloropyridin-2-yl)formamido]-4-methylpentanamido]-3-{4,4'-difluoro-2',5,6'-trimethyl-[1,1'-biphenyl]-3-yl}propanoate ClC1=CC=CC(=N1)C(=O)N[C@H](C(=O)N[C@@H](CC(=O)OCC)C=1C=C(C=C(C1F)C)C1=C(C=C(C=C1C)F)C)CC(C)C